2-hexyloxy-2-oxo-1,3,2-dioxaphospholane C(CCCCC)OP1(OCCO1)=O